N1(CCCCC1)CC=1C=C(OCCCNC(CS(=O)CC2=CC=CO2)=O)C=CC1 N-(3-(3-(piperidinomethyl)phenoxy)propyl)-2-(furfurylsulfinyl)acetamide